(ethylsulfanyl)ethylamine C(C)SCCN